(4-(3-((4-cyano-2-fluorophenoxy)methyl)phenoxy)piperidin-1-yl)-1-((1-isopropyl) (1H-imidazol-5-yl)methyl)-1H-benzo[d]imidazole-6-carboxylate C(#N)C1=CC(=C(OCC=2C=C(OC3CCN(CC3)C3=NC4=C(N3C(C3=CN=CN3)C(C)C)C=C(C=C4)C(=O)[O-])C=CC2)C=C1)F